NC=1C2=C(N=C(N1)C)N(C=C2C2=C(C=C(C=C2C)NC(C(O)C2=CC(=CC=C2)F)=O)C)C N-(4-(4-amino-2,7-dimethyl-7H-pyrrolo[2,3-d]pyrimidin-5-yl)-3,5-dimethylphenyl)-2-(3-fluorophenyl)-2-hydroxyacetamide